OC1=NC(=NC(=C1C(=O)OCC)O)C1=NN(C2=C(C=CC=C12)F)CC1=C(C=CC=C1)F Ethyl 4,6-dihydroxy-2-(7-fluoro-1-(2-fluorobenzyl)-1H-indazol-3-yl)pyrimidine-5-carboxylate